5-(pyridin-3-yl)-3,4-dihydroquinoline-1(2H)-carboxylic acid tert-butyl ester C(C)(C)(C)OC(=O)N1CCCC2=C(C=CC=C12)C=1C=NC=CC1